OC(CN(C(CCCCC(=O)N(CC(C)O)CC(C)O)=O)CC(C)O)C N,N,N',N'-tetrakis(2-hydroxypropyl)adipamide